(2S)-2-({[(9H-fluoren-9-yl)methoxy]carbonyl}amino)-4-({2-methyl-[1,1'-biphenyl]-3-yl}carbamoyl)butanoic acid C1=CC=CC=2C3=CC=CC=C3C(C12)COC(=O)N[C@H](C(=O)O)CCC(NC=1C(=C(C=CC1)C1=CC=CC=C1)C)=O